tert-butyl 4-(4-(tert-butoxy)-3,3-dimethyl-4-oxobutyl)-3,3-difluorohexahydropyrrolo[3,2-b]pyrrole-1(2H)-carboxylate C(C)(C)(C)OC(C(CCN1CCC2N(CC(C21)(F)F)C(=O)OC(C)(C)C)(C)C)=O